[C@@H]12OC[C@@H](N(C1)C1=CC=C3C(=N1)NC=C3C3=NC(=NC=C3C(F)(F)F)N[C@@H]3CNCCC3)C2 4-(6-((1S,4S)-2-oxa-5-azabicyclo[2.2.1]hept-5-yl)-1H-pyrrolo[2,3-b]pyridine-3-yl)-N-((S)-piperidin-3-yl)-5-(trifluoromethyl)pyrimidin-2-amine